ClC=1N=CN(C1C(=O)N)C1CN(CC1)C1=NC=CC=C1 4-chloro-1-(1-(pyridin-2-yl)pyrrolidin-3-yl)-1H-imidazole-5-carboxamide